phenylpropanamide hypophosphite [PH2](=O)O.C1(=CC=CC=C1)C(C(=O)N)C